OC(C#CC1=CC2=C(OC[C@@H](C(N2C)=O)NC(=O)C2=NC=CC(=C2)OC2=CC=CC=C2)C=C1)(C)C (S)-N-(7-(3-hydroxy-3-methylbut-1-yn-1-yl)-5-methyl-4-oxo-2,3,4,5-tetrahydrobenzo[b][1,4]oxazepin-3-yl)-4-phenoxypyridineamide